3-(2-amino-6-methylpyridin-4-ylamino)-N-(3-(phenylamino)phenyl)benzamide NC1=NC(=CC(=C1)NC=1C=C(C(=O)NC2=CC(=CC=C2)NC2=CC=CC=C2)C=CC1)C